3-formylchromone thiosemicarbazone C(=O)C1=COC2=CC=CC=C2C1=NNC(=S)N